C(C)(C)(C)OC(=O)N1[C@H](C[C@H](CC1)OCC=1OC(=NN1)C)C (2S,4S)-2-methyl-4-[(5-methyl-1,3,4-oxadiazol-2-yl)methoxy]piperidine-1-carboxylic acid tert-butyl ester